5-((R)-1-(t-butoxycarbonyl)-4,4-difluoropyrrolidin-2-yl)pentanoic acid C(C)(C)(C)OC(=O)N1[C@@H](CC(C1)(F)F)CCCCC(=O)O